3-methoxy-1-(4-(4-((methylamino)methyl)phenyl)piperazin-1-yl)propan-1-one COCCC(=O)N1CCN(CC1)C1=CC=C(C=C1)CNC